1-[4-(2-methyl-2H-1,2,3-triazol-4-yl)phenyl]methylamine CN1N=CC(=N1)C1=CC=C(C=C1)CN